acrylic seryl amide N[C@@H](CO)C(=O)NC(C=C)=O